trans-methyl 3-(((tert-butyldiphenylsilyl)oxy)methyl)tetrahydro-1H-pyrrolizine-7a(5H)-carboxylate [Si](C1=CC=CC=C1)(C1=CC=CC=C1)(C(C)(C)C)OC[C@@H]1CC[C@@]2(CCCN12)C(=O)OC